C(#N)C1=CC=C(C=C1)[C@@H]1CNCC[C@H]1CC1=C2C=CN(C2=C(C=C1C)C)C(=O)OC(C)(C)C tert-butyl 4-(((3R,4R)-3-(4-cyanophenyl)piperidin-4-yl)methyl)-5,7-dimethyl-1H-indole-1-carboxylate